C1=CC=CC=2C3=CC=CC=C3OP(C12)=O 9-oxa-10-phosphaphenanthrene-10-oxid